N-(biphenyl-4-yl)-p-terphenyl-4-amine C1(=CC=C(C=C1)NC1=CC=C(C=C1)C1=CC=C(C=C1)C1=CC=CC=C1)C1=CC=CC=C1